(E)-3-(6-(2-(6-methylpyridin-2-yl)-5,6-dihydro-4H-pyrrolo[1,2-b]pyrazol-3-yl)-[1,2,4]triazolo[1,5-a]pyridin-5-yl)acrylamide CC1=CC=CC(=N1)C=1C(=C2N(N1)CCC2)C=2C=CC=1N(C2/C=C/C(=O)N)N=CN1